C(C=CC1=CC=CC=C1)N1CCN(CC1)CCOC1=CC=C(C=C1)N1C=NC2=C1C=CC(=C2)C(=O)OC methyl (4-(2-(4-cinnamylpiperazin-1-yl) ethoxy) phenyl)-1H-benzo[d]imidazole-5-carboxylate